[N+](=O)([O-])C1=CC=C(C=C1)SN1C(CCC1=O)=O N-(4-Nitrophenylthio)succinimide